C(C)OC(=O)C=1C=C(NC1C1=C(C=CC=C1)[N+](=O)[O-])C1=CC=C(C=C1)Cl (4-chlorophenyl)-5-(2-nitrophenyl)Azole-4-carboxylic acid ethyl ester